8-((4-(5-Oxopyrrolidin-3-yl)phenyl)-λ3-iodanylidene)-6,10-dioxaspiro[4.5]Decane-7,9-Dione O=C1CC(CN1)C1=CC=C(C=C1)I=C1C(OC2(CCCC2)OC1=O)=O